CC1(CNCCC1)C=1OC(=NN1)C1=C(C=CC=C1)NC1=CC=C(C=C1)C(F)(F)F 3-methyl-3-(5-(2-((4-(trifluoromethyl)phenyl)amino)phenyl)-1,3,4-oxadiazol-2-yl)piperidin